C(C)N1C2=CC=CC=C2C=2C=C(C=CC12)N1C2=CC=CC=C2C=2C=CC=CC12 9-ethyl-9H-3,9'-bicarbazole